C(C)(C)(C)OC(=O)N1CCN(CC1)C=1N=CC(=NC1)C(=O)O 5-(4-tert-butoxycarbonylpiperazin-1-yl)pyrazine-2-carboxylic acid